methyl (S)-2-(((benzyloxy)carbonyl)amino)-4-(((R)-2-methoxypropyl)(4-(5,6,7,8-tetrahydro-1,8-naphthyridin-2-yl)butyl)amino)butanoate C(C1=CC=CC=C1)OC(=O)N[C@H](C(=O)OC)CCN(CCCCC1=NC=2NCCCC2C=C1)C[C@@H](C)OC